BrC=1C=C2C(OC(C2=CC1)=O)(C)C 5-Bromo-3,3-dimethylisobenzofuran-1(3H)-one